O=P1CCN(CC1)C1=NC=CC=C1 4-oxido-1-(pyridin-2-yl)-1,4-azaphosphinan